(2-fluoro-3-{1-[4-(piperazine-1-carbonyl)phenyl]-3-(pyridin-4-yl)pyrazol-4-yl}phenyl)propane-1-sulfonamide hydrochloride salt Cl.FC1=C(C=CC=C1C=1C(=NN(C1)C1=CC=C(C=C1)C(=O)N1CCNCC1)C1=CC=NC=C1)C(CC)S(=O)(=O)N